NC1=C2C(=NC=N1)N(N=C2C2=CC=C(C=C2)OC2=CC=CC=C2)C2CCN(CC2)CCN2CCC(CC2)CSC=2C=C1C(N(C(C1=CC2)=O)C2C(NC(CC2)=O)=O)=O 5-(((1-(2-(4-(4-amino-3-(4-phenoxyphenyl)-1H-pyrazolo[3,4-d]pyrimidin-1-yl)piperidin-1-yl)ethyl)piperidin-4-yl)methyl)thio)-2-(2,6-dioxopiperidin-3-yl)isoindoline-1,3-dione